2-methoxynicotinamide tert-butyl-(S)-4-(4'-(3-((tert-butoxycarbonyl)amino)piperidin-1-yl)-6'-chloro-[3,3'-bipyridin]-6-yl)piperazin-1-carboxylate C(C)(C)(C)OC(=O)N1CCN(CC1)C1=CC=C(C=N1)C=1C=NC(=CC1N1C[C@H](CCC1)NC(=O)OC(C)(C)C)Cl.COC1=C(C(=O)N)C=CC=N1